O[C@H]1CN(CCC1)C1=C(C=C(C=C1)N1N=NN=C1)NS(=O)(=O)C=1C=C(C(=O)O)C=CC1OC (R)-3-(N-(2-(3-hydroxypiperidin-1-yl)-5-(tetrazol-1-yl)phenyl)sulfamoyl)-4-methoxybenzoic acid